2-(1H-pyrazol-4-yl)morpholine N1N=CC(=C1)C1CNCCO1